methyl (2S,3R)-2-(benzyloxycarbonylamino)-3-(3,3-difluorocyclobutoxy)butanoate C(C1=CC=CC=C1)OC(=O)N[C@H](C(=O)OC)[C@@H](C)OC1CC(C1)(F)F